2-(((2-(4-(2-hydroxyethyl)piperazin-1-yl)ethyl)amino)methylene)-5-phenylcyclohexane-1,3-dione OCCN1CCN(CC1)CCNC=C1C(CC(CC1=O)C1=CC=CC=C1)=O